FC1=C(C=CC(=C1)N1N=CC=C1)NC1=NC=C2C=CC(=NC2=C1)[C@](C)(O)C1CCN(CC1)C |r| (R)- and (S)-1-(7-[[2-fluoro-4-(pyrazol-1-yl)phenyl]amino]-1,6-naphthyridin-2-yl)-1-(1-methylpiperidin-4-yl)ethanol